(1S,2S,5R)-1-hydroxy-2-isopropyl-5-methyl-N-(((1RS)-3-oxo-1,3-dihydroisobenzofuran-1-yl)methyl)cyclohexane-1-carboxamide O[C@@]1([C@@H](CC[C@H](C1)C)C(C)C)C(=O)NC[C@@H]1OC(C2=CC=CC=C12)=O |&1:15|